[Br-].[Tl+] thallium bromide